N-Boc-1,4-butylenediamine C(=O)(OC(C)(C)C)NCCCCN